C(C(C)C)NC1=C(C(=C(O)C=C1)C=1SC=CN1)O isobutylaminothiazolylresorcinol